N-(3-chloro-5-(methylsulfonamido)phenyl)-5-(5-(3,3-difluoropyrrolidin-1-yl)pyridin-2-yl)-1-methyl-1H-pyrrole-3-carboxamide ClC=1C=C(C=C(C1)NS(=O)(=O)C)NC(=O)C1=CN(C(=C1)C1=NC=C(C=C1)N1CC(CC1)(F)F)C